3-(3-Fluoro-5-hydroxy-2,6-dimethylphenyl)-6-(6-methylpyridin-3-yl)-3,7-dihydro-4H-pyrrolo[2,3-d]pyrimidin-4-one FC=1C(=C(C(=C(C1)O)C)N1C=NC2=C(C1=O)C=C(N2)C=2C=NC(=CC2)C)C